C(C)OC(=O)C1=CN=C(S1)C1=CC=NC=C1 2-(4-pyridyl)thiazole-5-carboxylic acid ethyl ester